C(C1=CC=CC=C1)C(=CC1=CC=CC=C1)CC1=CC=CC=C1 Benzylbenzylstyrene